propane-1,3-disulfonic anhydride C1CCS(=O)(=O)OS1(=O)=O